N,3-dimethylpent-3-enamide CNC(CC(=CC)C)=O